2-BENZYL-1-OXO-1,2-DIHYDROISOQUINOLIN-6-YLBORONIC ACID C(C1=CC=CC=C1)N1C(C2=CC=C(C=C2C=C1)B(O)O)=O